4-(2-cyclobutylcyclopropyl)-6-(2,4-dimethoxypyrimidin-5-yl)pyridazin-3-amine C1(CCC1)C1C(C1)C1=C(N=NC(=C1)C=1C(=NC(=NC1)OC)OC)N